1-cyclohexyl-3-(3-(1-((4-methyl-4H-1,2,4-triazol-3-yl)thio)ethyl)phenyl)urea C1(CCCCC1)NC(=O)NC1=CC(=CC=C1)C(C)SC1=NN=CN1C